C(C)(C)(C)OC(=O)N1C[C@@H](CC1)N |r| (rac)-3-aminopyrrolidine-1-carboxylic acid tert-butyl ester